ethyl (R)-2-(6-(1-((tert-butoxycarbonyl)amino)ethyl)-1H-pyrrolo[2,3-b]pyridin-2-yl)-5-methoxy-3-methylimidazo[1,2-a]pyridine-7-carboxylate C(C)(C)(C)OC(=O)N[C@H](C)C1=CC=C2C(=N1)NC(=C2)C=2N=C1N(C(=CC(=C1)C(=O)OCC)OC)C2C